COC1=C(CCNC(OC(C)(C)C)=O)C=C(C(=C1)CCC)OC tert-butyl (2,5-dimethoxy-4-propylphenethyl)carbamate